1-(tert-butyl)-2-(4-methoxyphenyl)disulfane Ethenyl-rel-(6S,7R)-2-oxo-7-({[(1s,4s)-4-(2-ethenylphenyl)cyclohexyl]oxy}methyl)-4-oxa-1,8-diazaspiro[5.5]undecane-8-carboxylate C(=C)OC(=O)N1[C@H]([C@]2(COCC(N2)=O)CCC1)COC1CCC(CC1)C1=C(C=CC=C1)C=C.C(C)(C)(C)SSC1=CC=C(C=C1)OC |o1:6,7|